OC1=C(C=CC(=C1)O)C(C(=O)O)C 2,4-dihydroxyphenyl-propionic acid